1-((1r,3r)-1-methyl-3-((5-(quinoxalin-6-yl)-7H-pyrrolo[2,3-d]pyrimidin-2-yl)amino)cyclobutyl)pyrrolidin-2-one CC1(CC(C1)NC=1N=CC2=C(N1)NC=C2C=2C=C1N=CC=NC1=CC2)N2C(CCC2)=O